FC(C(=O)O)(F)F.CC=1C=NN(C1)C1CCNCC1 4-(4-methyl-1H-pyrazol-1-yl)piperidine 2,2,2-trifluoroacetate